ClC1=CC=C(OCC(NOC(=O)C23CC(C2)(C3)NC(OC(C)(C)C)=O)=N)C=C1 tert-butyl (3-(((2-(4-chlorophenoxy)acetimidamido)oxy)-carbonyl)bicyclo[1.1.1]pentan-1-yl)carbamate